tert-butyl 4-[4-[2-[(2,6-dimethoxy-3-pyridyl)oxy]ethyl]phenyl]piperidine-1-carboxylate COC1=NC(=CC=C1OCCC1=CC=C(C=C1)C1CCN(CC1)C(=O)OC(C)(C)C)OC